3-(2-hydroxypropan-2-yl)-4a,5-dimethyl-4,4a,5,6,7,8-hexahydronaphthalen-2(3H)-one OC(C)(C)C1C(C=C2CCCC(C2(C1)C)C)=O